CC1=NC=C(C=C1NC(=O)C=1N=NN2C1C=CC(=C2)C2=CC=C(C=C2)S(=O)(=O)C)NC(CN2[C@H](CCC2)C)=O N-[2-methyl-5-[[2-[(2S)-2-methylpyrrolidin-1-yl]acetyl]amino]-3-pyridyl]-6-(4-methylsulfonylphenyl)triazolo[1,5-a]pyridine-3-carboxamide